C(C)S(=O)(=O)C1=C(N=C2N1C=CC(=C2)C(F)(F)F)C2=NC=1C(=NC=C(C1)S(=O)C(F)(F)F)N2C 2-[3-ethylsulfonyl-7-trifluoromethylimidazo[1,2-a]pyridin-2-yl]-3-methyl-6-(trifluoromethylsulfinyl)imidazo[4,5-b]pyridine